krypton xenon [Xe].[Kr]